N-(4-(2-(2-Aminopyridin-3-yl)-6-phenyl-3H-imidazo[4,5-b]pyridin-3-yl)benzyl)-2-cyanoisonicotinamide NC1=NC=CC=C1C1=NC=2C(=NC=C(C2)C2=CC=CC=C2)N1C1=CC=C(CNC(C2=CC(=NC=C2)C#N)=O)C=C1